3-(4-(difluoromethoxy)-3-fluoro-2-methoxyphenyl)-4,5-dimethyl-N-(1-oxoisoindolin-5-yl)-5-(trifluoromethyl)tetrahydrofuran-2-carboxamide FC(OC1=C(C(=C(C=C1)C1C(OC(C1C)(C(F)(F)F)C)C(=O)NC=1C=C2CNC(C2=CC1)=O)OC)F)F